3-(2-chloro-6-fluoro-phenyl)-7-[4-ethyl-3-(hydroxymethyl)-5-oxo-1,2,4-triazol-1-yl]-6-fluoro-1-isopropyl-cinnolin-4-one ClC1=C(C(=CC=C1)F)C1=NN(C2=CC(=C(C=C2C1=O)F)N1N=C(N(C1=O)CC)CO)C(C)C